5-Methoxy-2-aminobenzoic Acid COC=1C=CC(=C(C(=O)O)C1)N